OCCOC1=CC2=C(N=C(S2)C#N)C=C1 6-(2-hydroxyethoxy)-2-benzothiazolenitrile